tert-butyl 7-[[1-(trifluoromethyl) cyclopropyl] methoxy]-2-azaspiro[3.5]nonane-2-carboxylate FC(C1(CC1)COC1CCC2(CN(C2)C(=O)OC(C)(C)C)CC1)(F)F